Aluminium glycinat NCC(=O)[O-].[Al+3].NCC(=O)[O-].NCC(=O)[O-]